2-(2,6-dioxopiperidin-3-yl)-5-(3-((S)-2-(2-hydroxyphenyl)-5,6,6a,7,9,10-hexahydro-8H-pyrazino[1',2':4,5]pyrazino[2,3-c]pyridazin-8-yl)pyrrolidin-1-yl)isoindoline-1,3-dione O=C1NC(CCC1N1C(C2=CC=C(C=C2C1=O)N1CC(CC1)N1C[C@H]2N(C=3C(=NN=C(C3)C3=C(C=CC=C3)O)NC2)CC1)=O)=O